N-methyl-N'-(1-hydroxy-2-methyl-2-propyl)urea CNC(=O)NC(CO)(C)C